BrC1=CC=2C3=C(C=NC2C=C1F)N(CC31CC(C1)COC(C)C)C 8'-Bromo-7'-fluoro-3-(isopropoxymethyl)-3'-methylspiro[cyclobutane-1,1'-pyrrolo[2,3-c]quinolin]